CC=1N=C(SC1)C(F)(F)F methyl-2-(trifluoromethyl)thiazole